ClN1NN2C(C(=C1)NC1CCCC1)=CC=C2C(C)[C@@H]2[C@@H]([C@@H]([C@H](O2)COCP(O)(O)=O)O)O ((((2R,3S,4R,5R)-5-(1-(2-chloro-4-(cyclopentylamino)pyrrolo[2,1-f]triazin-7-yl)ethyl)-3,4-dihydroxytetrahydrofuran-2-yl)methoxy)methyl)phosphonic acid